(rac)-1-(5-(7-bromo-1H-benzo[d]imidazole-4-carbonyl)-2-(4-(2,2-difluorocyclobutyl)-2-hydroxyphenyl)-2,3,4,5,5a,6,8,9-octahydro-7H-1,2,5,7-tetraazabenzo[cd]azulen-7-yl)prop-2-en-1-one BrC1=CC=C(C2=C1NC=N2)C(=O)N2CCC=1N(N=C3CCN(CC2C13)C(C=C)=O)C1=C(C=C(C=C1)C1C(CC1)(F)F)O